C(C)OP(=O)(OCC)C(C=1N=CC2=CC=C(C=C2C1)C(=O)OCC1=CC=CC=C1)(F)F Benzyl 3-((diethoxyphosphoryl)difluoromethyl)isoquinoline-6-carboxylate